N-((R)-1-(2-fluoro-3-(trifluoromethyl)phenyl)ethyl)-2-(((R)-1-hydroxypropan-2-yl)amino)-5-(((R)-tetrahydrofuran-3-yl)oxy)nicotinamide FC1=C(C=CC=C1C(F)(F)F)[C@@H](C)NC(C1=C(N=CC(=C1)O[C@H]1COCC1)N[C@@H](CO)C)=O